(E)-1-(3,5-di-tert-butyl-4-hydroxyphenyl)-18,19-dihydroxynonadec-10-en-1-one C(C)(C)(C)C=1C=C(C=C(C1O)C(C)(C)C)C(CCCCCCCC\C=C\CCCCCCC(CO)O)=O